OC=1C2=C(N=CN1)C=NC(=N2)O[C@@H]2CN(CC2)C(=O)OC(C)(C)C tert-butyl (3S)-3-(4-hydroxypyrimido[5,4-d]pyrimidin-6-yl)oxypyrrolidine-1-carboxylate